OC=1C=C(OC=2N=NC(=CN2)C(=O)N)C=CC1 3-(3-hydroxyphenoxy)-1,2,4-triazine-6-carboxamide